10-(2-((1R,4R)-2,5-diazabicyclo[2.2.1]heptan-2-yl)ethyl)-3,7-di(1H-indazol-4-yl)-10H-phenoxazine [C@H]12N(C[C@H](NC1)C2)CCN2C1=CC=C(C=C1OC=1C=C(C=CC21)C2=C1C=NNC1=CC=C2)C2=C1C=NNC1=CC=C2